COC(CCC1=CC(=CC=C1)C(F)(F)F)=O 3-[3-(trifluoromethyl)phenyl]propanoic acid methyl ester